2-methyl-2-propanyl 4-((6,7-dichloro-4-((2S)-2-methyl-4-(2-propenoyl)-1-piperazinyl)-2-oxopyrido[2,3-d]pyrimidin-1(2H)-yl)methyl)-1-piperidinecarboxylate ClC1=CC2=C(N(C(N=C2N2[C@H](CN(CC2)C(C=C)=O)C)=O)CC2CCN(CC2)C(=O)OC(C)(C)C)N=C1Cl